((S)-1-cyano-2-phenylethyl)-1,4-oxazepane-2-carboxamide C(#N)[C@H](CC1=CC=CC=C1)C1(OCCCNC1)C(=O)N